ClCC1=CC=C(CN2CC=3C=CC(=NC3CC2)NC2=NC=C(C(=N2)N2OCC[C@H]2C2=CC=CC=C2)C(F)(F)F)C=C1 (S)-6-(4-(chloromethyl)benzyl)-N-(4-(3-phenylisoxazolidin-2-yl)-5-(trifluoromethyl)pyrimidin-2-yl)-5,6,7,8-tetrahydro-1,6-naphthyridin-2-amine